CC1=C(C=2N(N=C1N1CC=3C=C(C=NC3CC1)N1CC3C(CC1)OCCC3)C=NN2)C 6-[6-(7,8-dimethyl-[1,2,4]triazolo[4,3-b]pyridazin-6-yl)-7,8-dihydro-5H-1,6-naphthyridin-3-yl]-2,3,4,4a,5,7,8,8a-octahydropyrano[3,2-c]pyridine